C(CCC)N1C=2C=C3C(=CC2C(C=2C=CC(=CC12)C(F)(F)F)=O)N(C1=CC(=CC=C1C3=O)C(F)(F)F)CCCC 5,12-dibutyl-3,10-bis(trifluoromethyl)quinolino(2,3-b)acridine-7,14(5H,12H)-dione